Cl.NC/C(/CN1N=C2N(C=CC(=C2)C=2C=NC(=CC2)OC)C1=O)=C\F 2-[(2E)-2-(aminomethyl)-3-fluoroprop-2-en-1-yl]-7-(6-methoxypyridin-3-yl)[1,2,4]triazolo[4,3-a]pyridin-3(2H)-one hydrochloride